3-Methoxy-4-(((5-phenyl-2-(pyridin-2-yl)thieno[2,3-d]pyrimidin-4-yl)amino)methyl)-benzenesulfonamide COC=1C=C(C=CC1CNC=1C2=C(N=C(N1)C1=NC=CC=C1)SC=C2C2=CC=CC=C2)S(=O)(=O)N